2-(5-Amino-3-(4-methoxyphenyl)-1H-pyrazol-1-yl)acetic acid NC1=CC(=NN1CC(=O)O)C1=CC=C(C=C1)OC